6-((2-(6,6-difluoro-3-azabicyclo[3.1.0]hexan-3-yl)ethoxy)methyl)pyridin FC1(C2CN(CC12)CCOCC1=CC=CC=N1)F